[3-(trimethoxysilyl)propyl]butane-1-amine CO[Si](CCCC(CCC)N)(OC)OC